ClC1=CC2=C(C3=CC=CC=C3C(=C2C=C1)C1=CC=C(C=C1)OCC)C1=CC=C(C=C1)OCC 2-chloro-9,10-bis(4-ethoxyphenyl)anthracene